O1C2=C(OCC1C=1NC[C@@H](N1)[2H])C=CC(=C2)[2H] (4S)-2-(2,3-dihydrobenzo[b][1,4]dioxin-2-yl-7-d)-4,5-dihydro-1H-imidazole-4-d